O[C@@H](CC(=O)OCCCCCC)C hexyl r-(-)-3-hydroxybutyrate